1-[2,4-dichloro-β-(2,6-dichlorobenzyloxy)-phenethyl]-imidazole ClC1=C(C(CN2C=NC=C2)OCC2=C(C=CC=C2Cl)Cl)C=CC(=C1)Cl